C(C)OC(=O)C1=NC(=NO1)C1=CC(=C(C=C1)O)C 3-(4-hydroxy-3-methylphenyl)-1,2,4-oxadiazole-5-carboxylic acid ethyl ester